N[C@H]1C[C@H](N(C1)C1=C(C=CC(=C1)C1(CC1)C#N)C=1C(=NC(=NC1)C1=C(C=CC=C1F)F)C(=O)N)CO (2-((2S,4S)-4-amino-2-(hydroxymethyl)pyrrolidin-1-yl)-4-(1-cyanocyclopropyl)phenyl)-2-(2,6-difluorophenyl)pyrimidine-4-carboxamide